C(C1=CC=CC=C1)OC1=NC(=CC=C1NC1=C(C=C(C=C1)OC)[N+](=O)[O-])OCC1=CC=CC=C1 2,6-bis(benzyloxy)-N-(4-methoxy-2-nitrophenyl)pyridin-3-amine